(S)-2-(2,3-dihydrobenzo[b][1,4]dioxin-2-yl-7-d)-4,5-dihydro-1H-imidazole O1C2=C(OC[C@@H]1C=1NCCN1)C=CC(=C2)[2H]